O1CCC2=C1C=CC(=C2)S(=O)(=O)N2CCC(CC2)C=2C(=CC(=NC2)C(F)(F)F)C 5-(1-((2,3-dihydrobenzofuran-5-yl)sulfonyl)piperidin-4-yl)-4-methyl-2-(trifluoromethyl)pyridine